OCC=C(C)CCC=C(C)CCC=C(C)C (R)-Farnesol